(R)-N-(2-methoxy-4-(3-(quinazolin-2-ylamino)pyrrolidine-1-carbonyl)phenyl)acrylamide COC1=C(C=CC(=C1)C(=O)N1C[C@@H](CC1)NC1=NC2=CC=CC=C2C=N1)NC(C=C)=O